BrC1=CC(=CC=2N1N=CN2)C2(CC(C2)C)C=2N(C(=NN2)S)C 5-[1-(5-bromo[1,2,4]triazolo[1,5-a]pyridin-7-yl)-3-methylcyclobutyl]-4-methyl-1,2,4-triazole-3-thiol